C(C)(C)(C)C1=CN=C2N1C=C(C=C2)C2=NC(=NC=C2Cl)N[C@H]2[C@@H](COCC2)O (3S,4R)-4-((4-(3-(tert-butyl)imidazo[1,2-a]pyridin-6-yl)-5-chloropyrimidin-2-yl)amino)tetrahydro-2H-pyran-3-ol